O1COC2=C1C=CC=C2CNC(=O)N2[C@@H](CN(CC2)C2=CC(=NC=C2)F)C (R)-N-(Benzo[d][1,3]dioxol-4-ylmethyl)-4-(2-fluoropyridin-4-yl)-2-methylpiperazine-1-carboxamide